S1C(=NC=C1)CC(=O)N 2-thiazol-2-yl-acetamide